tert-butyl (((2S,3R,4R)-4-(6-carbamoyl-2-fluoro-3-methoxyphenyl)-5-chloro-6-fluoro-3-(methoxymethyl)-2-phenyl-2,3-dihydrobenzofuran-2-yl)methyl)(methyl)carbamate C(N)(=O)C1=CC=C(C(=C1C1=C(C(=CC2=C1[C@@H]([C@](O2)(C2=CC=CC=C2)CN(C(OC(C)(C)C)=O)C)COC)F)Cl)F)OC